C(C)(C)(C)OC(=O)N[C@@H](C(=O)O)CCNC(=O)OCC1C2=CC=CC=C2C=2C=CC=CC12 (2R)-2-[(tert-butoxycarbonyl)amino]-4-({[(9H-fluoren-9-yl)methoxy]carbonyl}amino)butanoic acid